2-methoxy-1-((4-(tert-pentyl)cyclohexylidene)methoxy)-4-propylbenzene COC1=C(C=CC(=C1)CCC)OC=C1CCC(CC1)C(C)(C)CC